3-({4-[(1R,5S)-8-(cyclopropylcarbonyl)-3,8-diazabicyclo[3.2.1]oct-3-yl]-5-fluoropyrimidin-2-yl}amino)-N-propyl-1H-pyrazole-5-carboxamide C1(CC1)C(=O)N1[C@H]2CN(C[C@@H]1CC2)C2=NC(=NC=C2F)NC2=NNC(=C2)C(=O)NCCC